(1S)-2,2-dichloro-1-methyl-cyclopropanecarboxylic acid ClC1([C@@](C1)(C(=O)O)C)Cl